5-[4-(2,4-dichloro-phenylcarbamoyl)-piperidin-1-yl]-4-methyl-benzofuran-2-carboxylic acid ClC1=C(C=CC(=C1)Cl)NC(=O)C1CCN(CC1)C=1C=CC2=C(C=C(O2)C(=O)O)C1C